C(C)(C)(C)OC(=O)N[C@H](C)C1=CC=C2C(=N1)NC(=C2)C2=NC1=C(N2C)C(=C(C(=C1)C(=O)OC)F)F methyl (R)-2-(6-(1-((tert-butoxycarbonyl)amino)ethyl)-1H-pyrrolo[2,3-b]pyridin-2-yl)-6,7-difluoro-1-methyl-1H-benzo[d]imidazole-5-carboxylate